FC1=C2C=C(NC2=CC=C1OC1=CC=NC2=CC(=C(C=C12)OC)OCC1(CC1)N)C 1-[[4-[(4-fluoro-2-methyl-1H-indol-5-yl)oxy]-6-methoxyquinolin-7-yl]oxymethyl]cyclopropan-1-amine